C(#N)C=1C=NC(C(C(=O)N)C1)(OC)C1=CC=C(C=C1)N1C(CNCC1)CC1=C(C=CC=C1)C#N 5-cyano-2-(4-(2-cyanobenzylpiperazin-1-yl)phenyl)-2-methoxynicotinamide